N1CCCC2=CC=CC=C12 2,3-dihydro-1H-quinoline